titanium (triethanolamininate) Isopropoxide CC([O-])C.N12[C@@](C3(C(CC[N+](C)(C)C)CC3)CC2)(C(=O)[O-])CC1.[Ti+4].CC([O-])C.CC([O-])C.CC([O-])C